C1(CC1)C1=CC(=C(C(=C1)[N+](=O)[O-])N[C@H]1[C@H](CCCC1)NC(=O)C1=CC(NC2=C(C=CC=C12)F)=O)C(NC)=O N-((1S,2R)-2-((4-cyclopropyl-2-(methylcarbamoyl)-6-nitrophenyl)amino)cyclohexyl)-8-fluoro-2-oxo-1,2-dihydroquinoline-4-carboxamide